(3,4-dihydroquinolin-1(2H)-yl)(4-(5-(o-tolyl)-5-(trifluoromethyl)-4,5-dihydroisoxazol-3-yl)phenyl)methanone N1(CCCC2=CC=CC=C12)C(=O)C1=CC=C(C=C1)C1=NOC(C1)(C(F)(F)F)C1=C(C=CC=C1)C